4,4'-diamino-terphenyl NC1=CC=C(C=C1)C=1C(=CC(=CC1)N)C1=CC=CC=C1